5-fluoro-2-(2-methoxy-7-methylquinoxalin-5-yl)benzo[d]thiazol-6-ol FC=1C(=CC2=C(N=C(S2)C2=C3N=CC(=NC3=CC(=C2)C)OC)C1)O